ClC1=CC(=CC2=C1OCC(N2C)=O)NC(=O)C=2C=NN(C2C(F)(F)F)C2=C1C=CC=NC1=CC=C2 N-(8-Chloro-4-methyl-3-oxo-3,4-dihydro-2H-benzo[b][1,4]oxazin-6-yl)-1-(chinolin-5-yl)-5-(trifluoromethyl)-1H-pyrazol-4-carboxamid